OC(CN(CC(CCCCCCCC)O)CCCCCCO)CCCCCCCC 1-[(2-hydroxydecyl)(6-hydroxyhexyl)amino]decan-2-ol